(4-methylpiperazino)-1,2-phenylenediamine CN1CCN(CC1)NC1=C(C=CC=C1)N